C(C)(C)(C)C=1C=C(C=C(C1O)C(C)(C)C)C(C(=O)O[C@H]([C@@H](CO)O)[C@H](O)[C@H](O)CO)C mannitol 3-(3,5-di-tert-butyl-4-hydroxyphenyl)propionate